2-(morpholin-4-yl)pyridine-3-carbonyl chloride N1(CCOCC1)C1=NC=CC=C1C(=O)Cl